C(C)(C)(C)[Si](C)(C)OS(=O)(=O)C(F)(F)F tertiary-butyldimethylsilyltrifluoromethanesulfonate